3-[[2-aminoethyl(ethyl)amino]methyl]-2-fluoro-benzonitrile TFA salt OC(=O)C(F)(F)F.NCCN(CC)CC=1C(=C(C#N)C=CC1)F